4-(pyridin-4-yl)pyrimidine-2-thiol N1=CC=C(C=C1)C1=NC(=NC=C1)S